C(C)NC1=NC(N([C@H]2C[C@H](O)[C@@H](CO)O2)C=C1)=O N4-ethyldeoxycytidine